FC(CCC1=CC=C(N)C=C1)(C(C(C(C(C(F)(F)F)(F)F)(F)F)(F)F)(F)F)F 4-(3,3,4,4,5,5,6,6,7,7,8,8,8-tridecafluorooctyl)aniline